N-{(1R)-1-[3-(2-aminopyrimidin-5-yl)phenyl]ethyl}-6,7-dimethoxy-2-methylquinazolin-4-amine NC1=NC=C(C=N1)C=1C=C(C=CC1)[C@@H](C)NC1=NC(=NC2=CC(=C(C=C12)OC)OC)C